CC1=NC=CC(=C1)C1=NN(C2=C1C=NC(=C2)C=C)C(C2=CC=CC=C2)(C2=CC=CC=C2)C2=CC=CC=C2 3-(2-methylpyridin-4-yl)-1-trityl-6-vinyl-1H-pyrazolo[4,3-c]pyridine